dimethylaminobenzylmorpholinophenone CN(C)C1(N(CCOC1)C(=O)C1=CC=CC=C1)CC1=CC=CC=C1